CC=1C(=NC(=CC1)C)NCC1=CC(=C(C(=C1)O)N1CC(NS1(=O)=O)=O)F 5-[4-[[(3,6-dimethyl-2-pyridinyl)amino]methyl]-2-fluoro-6-hydroxy-phenyl]-1,1-dioxo-1,2,5-thiadiazolidin-3-one